O1CCOC12CCN(CC2)C2=C1CCN(C1=CC=C2)[C@@H]2C(NC(CC2)=O)=O (3S)-3-[4-(1,4-dioxa-8-azaspiro[4.5]decan-8-yl)indolin-1-yl]piperidine-2,6-dione